1-(2-(benzo[d]thiazol-5-yl)-5-methylpiperidin-1-yl)ethan-1-one S1C=NC2=C1C=CC(=C2)C2N(CC(CC2)C)C(C)=O